N-(1-methyl-7-(4,4,5,5-tetramethyl-1,3,2-dioxaborolan-2-yl)-1H-indazol-3-yl)methanesulfonamide CN1N=C(C2=CC=CC(=C12)B1OC(C(O1)(C)C)(C)C)NS(=O)(=O)C